N=1N=C(N2C1CCCCCC2)CNC2=CC1=C(OCO1)C=C2 N-((5,6,7,8,9,10-hexahydro-[1,2,4]triazolo[4,3-a]azocin-3-yl)methyl)benzo[d][1,3]dioxol-5-amine